FC1([C@@H](CN(C1)C1COC1)NC1=NN2C(C(=N1)OC)=C(C(=C2)F)C=2C=C(C1=C(N(C=N1)CCF)C2)F)F (R)-N-(4,4-difluoro-1-(oxetan-3-yl)pyrrolidin-3-yl)-6-fluoro-5-(4-fluoro-1-(2-fluoroethyl)-1H-benzo[d]imidazol-6-yl)-4-methoxypyrrolo[2,1-f][1,2,4]triazin-2-amine